5-sulfomethylfurfural S(=O)(=O)(O)CC1=CC=C(C=O)O1